ClC1=C(NC2=NSC3=C2C=CC(=C3)Cl)C=CC=C1C1=CC3=C(OCCO3)C=C1 3-(2-Chloro-3-(1,4-benzodioxan-6-yl)anilino)-6-chlorobenzisothiazole